(1,4-dithiacyclooctane-2,3-diyl)dimethyl mercaptan S1C(C(SCCCC1)CS)CS